BrC1=CN=C2C[C@H](CNC2=C1)[C@@H](C1=CC=CC=C1)NCC(C)C=1C=C(C=CC1)CC(=O)O [3-(1-{[(S)-[(3R)-7-bromo-1,2,3,4-tetrahydro-1,5-naphthyridin-3-yl](phenyl)methyl]amino}propan-2-yl)phenyl]acetic acid